3-(aminooxy)pentanoic acid NOC(CC(=O)O)CC